C1(CC1)[C@]1(C(N[C@H](C1)C)=O)C#N (3S,5S)-3-cyclopropyl-5-methyl-2-oxopyrrolidine-3-carbonitrile